3-fluoro-N-methylpicolinamide FC=1C(=NC=CC1)C(=O)NC